2-((6-amino-4-(morpholinomethyl)pyridin-2-yl)amino)ethane-1-sulfonamide NC1=CC(=CC(=N1)NCCS(=O)(=O)N)CN1CCOCC1